2-((R)-sec-Butyl)-4-(4-(4-(4-(((2S,4R)-2-(2,4-dichlorophenyl)-2-(1H-imidazol-1-yl)methyl-1,3-dioxolan-4-yl)methoxy)phenyl)piperazin-1-yl)phenyl)-2,4-dihydro-3H-1,2,4-triazol-3-one [C@@H](C)(CC)N1N=CN(C1=O)C1=CC=C(C=C1)N1CCN(CC1)C1=CC=C(C=C1)OC[C@H]1O[C@](OC1)(CN1C=NC=C1)C1=C(C=C(C=C1)Cl)Cl